N1(C=NC=C1)C=1C=NC2=CC=C(C=C2N1)C(=O)C=1C(=C(C=CC1F)NC(=O)NC1=CC=C(C=C1)F)F 1-(3-(3-(1H-imidazol-1-yl)quinoxaline-6-carbonyl)-2,4-difluorophenyl)-3-(4-fluorophenyl)urea